(S)-N-(3-(1-((2-ethyl-2H-pyrazolo[3,4-b]pyrazin-6-yl)amino)ethyl)phenyl)-1H-pyrazolo[3,4-b]pyridine-5-carboxamide C(C)N1N=C2N=C(C=NC2=C1)N[C@@H](C)C=1C=C(C=CC1)NC(=O)C=1C=C2C(=NC1)NN=C2